(S)-(5-t-butyloxazolidinediyl)ferrocene C(C)(C)(C)[C@H]1CNC(O1)=[Fe+2].[CH-]1C=CC=C1.[CH-]1C=CC=C1